BrCCCCOC1=CC=C2C(CC(NC2=C1)=O)CNC(OC(C)(C)C)=O tert-butyl ((7-(4-bromobutoxy)-2-oxo-1,2,3,4-tetrahydroquinolin-4-yl)methyl)carbamate